4-{[6-(5-chloro-2-fluorophenyl)pyridazin-4-yl]Amino}-N-[2-(morpholin-4-yl)ethyl]Quinoline-7-carboxamide ClC=1C=CC(=C(C1)C1=CC(=CN=N1)NC1=CC=NC2=CC(=CC=C12)C(=O)NCCN1CCOCC1)F